O=C1NC(CCC1N1C(C2=CC=CC(=C2C1=O)NCCOCCOCCOCCOCC(NCCCC)=O)=O)=O 1-((2-(2,6-dioxopiperidin-3-yl)-1,3-dioxoisoindolin-4-yl)amino)-14-oxo-3,6,9,12-tetraoxa-15-azanonadecane